O\N=C(\C(=O)OC)/C1=CC=C(C=C1)[N+](=O)[O-] methyl (E)-2-(hydroxyimino)-2-(4-nitrophenyl)acetate